ClC=1C=C(NC1)C1=NOC(=N1)[C@H]1CC[C@H](N(C1)C(C1=CC=C(C=C1)F)=O)C (2R,5S)-5-[3-(4-chloro-1H-pyrrol-2-yl)-1,2,4-oxadiazol-5-yl]-1-(4-fluorobenzoyl)-2-methylpiperidine